4-cyclobutanecarboxamide C1CCC1C(=O)N